C(CCCCC(C)C)C(C(=O)[O-])S.C(CCCCC(C)C)C(C(=O)[O-])S.C(CCCCCCC)[Sn+2]CCCCCCCC dioctyl-tin bis(isooctyl thioglycolate)